CC=1C=C(C2=CC=CC=C2C1N1C(C(=CC1=O)C)=O)C#N 3-methyl-4-(3-methyl-2,5-dioxo-2,5-dihydro-1H-pyrrol-1-yl)-1-naphthalenecarbonitrile